4-Bromoazobenzene BrC1=CC=C(C=C1)N=NC1=CC=CC=C1